C1(CC1)C=1C=C(C(=C(C1)O)C=1C=2N(C(=NN1)NC[C@H](C)O)C=CC2)F 5-cyclopropyl-3-fluoro-2-(4-{[(2S)-2-hydroxypropyl]amino}pyrrolo[1,2-d][1,2,4]triazin-1-yl)phenol